C(C)(C)(CC)[Si](OCC)(C(C)(C)CC)C(C)(C)CC tri-tert-pentylethoxysilane